(R)-N-((R)-1-(3-(1,1-difluoroethyl)-2-fluorophenyl)ethyl)-2-methylpropane-2-sulfinamide FC(C)(F)C=1C(=C(C=CC1)[C@@H](C)N[S@](=O)C(C)(C)C)F